N-((2S,3S)-1-(azetidin-1-ylcarbonyl)-2-((2,3',5-trifluorobiphenyl-3-yl)methyl)pyrrolidin-3-yl)methanesulfonamide N1(CCC1)C(=O)N1[C@H]([C@H](CC1)NS(=O)(=O)C)CC=1C(=C(C=C(C1)F)C1=CC(=CC=C1)F)F